[Pd].[Pd].C(C1=CC=CC=C1)=CC(=O)C=CC1=CC=CC=C1.C(C1=CC=CC=C1)=CC(=O)C=CC1=CC=CC=C1 bisdibenzylideneacetone dipalladium